N-[2,4-difluoro-3-[1-(4-phenyl-1H-imidazol-2-yl)imidazo[1,5-a]pyrazin-6-yl]phenyl]-5-fluoro-2-methoxypyridine-3-sulfonamide FC1=C(C=CC(=C1C=1N=CC=2N(C1)C=NC2C=2NC=C(N2)C2=CC=CC=C2)F)NS(=O)(=O)C=2C(=NC=C(C2)F)OC